CC1C(CCC(=C1)C)C1OCC(O1)C=O 2-(2,4-dimethylcyclohex-3-en-1-yl)-1,3-dioxolane-4-carbaldehyde